C(CC(=O)OC)(=O)OC1=CC(=NC=C1F)OC.[Na].[Na] disodium (5-fluoro-2-methoxypyridin-4-yl) (methyl) propanedioate